ClC1=C(C=CC=C1)N1N=NC=C1 1-(2-chlorophenyl)-1H-1,2,3-triazol